4-[1-[4-[[3-(3-fluoro-4-meth-oxyphenyl)imidazo[1,2-a]pyrazin-8-yl]amino]-2-methylbenzoyl]piperidine-4-carbonyl]piperazine-2-carboxylic acid FC=1C=C(C=CC1OC)C1=CN=C2N1C=CN=C2NC2=CC(=C(C(=O)N1CCC(CC1)C(=O)N1CC(NCC1)C(=O)O)C=C2)C